4-((S)-4-acryloyl-2-methylpiperazin-1-yl)-6-fluoro-7-(2-fluoro-6-hydroxyphenyl)-1-(2-isopropyl-6-(methylsulfonyl)phenyl)pyridino[2,3-d]pyrimidin-2(1H)-one C(C=C)(=O)N1C[C@@H](N(CC1)C=1C2=C(N(C(N1)=O)C1=C(C=CC=C1S(=O)(=O)C)C(C)C)N=C(C(=C2)F)C2=C(C=CC=C2O)F)C